2-chloro-1,3-bis(2,6-diisopropylphenyl)-1H-imidazolium chloride [Cl-].ClC=1N(C=C[N+]1C1=C(C=CC=C1C(C)C)C(C)C)C1=C(C=CC=C1C(C)C)C(C)C